chloro-4-(4,4,5,5-tetramethyl-1,3,2-dioxaborolan-2-yl)-[1,1'-biphenyl]-2-carbonitrile ClC1=C(C(=CC=C1B1OC(C(O1)(C)C)(C)C)C1=CC=CC=C1)C#N